4-chloro-5,5-dimethyl-6,7-dihydro-5H-pyrrolo[2,3-d]pyrimidine ClC=1C2=C(N=CN1)NCC2(C)C